(3E)-3-(5-phenyl-3H-1,2-dithiol-3-ylidene)-2H-chromene-2,4(3H)-dione C1(=CC=CC=C1)C1=C/C(/SS1)=C/1\C(OC2=CC=CC=C2C1=O)=O